CC1CCC(CC1)O (1r,4r)-4-methylcyclohexane-1-ol